OCCCCCCCCCCC(=O)OC 11-hydroxy-1-undecanoic acid, methyl ester